16'-(1,2-phenylenedi(oxy))bis(hexadecan-1-ol) C1(=C(C=CC=C1)OCCCCCCCCCCCCCCCCO)OCCCCCCCCCCCCCCCCO